2,4,7-trifluoro-indan-2-carboxylic acid methyl ester COC(=O)C1(CC2=C(C=CC(=C2C1)F)F)F